C(#N)C1=CC=C(C=C1)C1=CC=C(C=C1)C1=CC2=C(N=C(O2)C2=CC=C(C=C2)C2=CC=C(C=C2)C=2C=NC=CC2)C(=C1)C1=CC=CC=C1 6-(4'-cyano-biphenyl-4-yl)-4-phenyl-2-{4'-(pyridin-3-yl)-biphenyl-4-yl}-benzoxazole